ClC1=C(C=CC=C1)C1=CC2=C(N=C(N=C2)NC2=CC=C(C=C2)N2CCNCC2)N2C1=NCC2 6-(2-chlorophenyl)-N-(4-(piperazin-1-yl)phenyl)-8,9-dihydroimidazo[1',2':1,6]pyrido[2,3-d]pyrimidin-2-amine